OC(CCCC1=CC=CC=C1)(C)[C@@H]1[C@]2(C)[C@@H](CC1)[C@@H]1CC=C3C[C@H](CC[C@]3(C)[C@H]1CC2)O 17β-(1-hydroxy-1-methyl-4-phenyl-butyl)androsta-5-en-3β-ol